CC=1C=C2C(C=C(OC2=C(C1)C(C)NC1=C(C(=O)O)C=CC=C1)C1=CC=C(C=C1)C)=O 2-((1-(6-Methyl-4-oxo-2-(p-tolyl)-4H-chromen-8-yl)ethyl)amino)benzoic acid